(1S,3S)-3-((6-(5-((3-benzyl-3-methyl-ureido)methyl)-1-methyl-1H-1,2,3-triazol-4-yl)-2-methylpyridin-3-yl)oxy)cyclohexanecarboxylic acid C(C1=CC=CC=C1)N(C(NCC1=C(N=NN1C)C1=CC=C(C(=N1)C)O[C@@H]1C[C@H](CCC1)C(=O)O)=O)C